(R)-2-[3-[2-(7-Hydroxy-5,6-dihydrocyclopenta[b]pyridin-7-yl)ethynyl]phenyl]-7H-pyrido[3,4-d]pyrimidin-8-one O[C@]1(CCC=2C1=NC=CC2)C#CC=2C=C(C=CC2)C=2N=CC1=C(N2)C(NC=C1)=O